COC1=CC=C(C2=C1NC=N2)N2CCOCC2 7-methoxy-4-(morpholin-4-yl)-1H-1,3-benzodiazol